(1R,2S)-4-methyl-1-[1-[3-(4H-1,2,4-triazol-3-yl)phenyl]pyrrolo[2,3-b]pyridin-5-yl]pentane-1,2-diol CC(C[C@@H]([C@H](O)C=1C=C2C(=NC1)N(C=C2)C2=CC(=CC=C2)C2=NN=CN2)O)C